BrC1=C(COCC(=O)OCC)C=CC(=C1)F Ethyl [(2-bromo-4-fluorobenzyl)oxy]acetate